C1=CC=CC=2C3=CC=CC=C3C(C12)COC(=O)N[C@@H](CCCCN)C(=O)OC(C)(C)C tert-butyl (((9H-fluoren-9-yl)methoxy)carbonyl)-L-lysinate